6'-(((1S,3S)-3-((5-Cyclopropylpyrazin-2-yl)amino)cyclopentyl)amino)-2-oxo-2H-[1,3'-bipyridine]-3-carbonitrile C1(CC1)C=1N=CC(=NC1)N[C@@H]1C[C@H](CC1)NC1=CC=C(C=N1)N1C(C(=CC=C1)C#N)=O